C(C=C)N1C2=C(OC(C1=O)(F)F)C=C(C(=C2)C2=C(C(=C(C(=C2F)F)F)F)F)F 4-allyl-2,2,7-trifluoro-6-(perfluorophenyl)-2H-benzo[b][1,4]oxazin-3(4H)-one